C(C(C)C)OC1=CC=C(C=C1)C1=CC(=CN=N1)C(=O)NCC=1C(=NC=CC1)N1CCOCC1 6-(4-isobutoxyphenyl)-N-[(2-morpholino-3-pyridinyl)methyl]pyridazine-4-carboxamide